3-(aminomethyl)-6-chloro-4-(methylsulfanyl)-1,2-dihydropyridin-2-one hydrochloride salt Cl.NCC=1C(NC(=CC1SC)Cl)=O